N1(N=NC=C1)C1=C(C=C(C(=O)O)C(=C1)N1N=NC=C1)C(=O)O 4,6-bis(triazol-1-yl)-isophthalic acid